N-(2-hydroxyethyl)morpholone OCCN1C(COCC1)=O